ClC1=NC(=CN=C1)OCC(F)(F)F 2-chloro-6-(2,2,2-trifluoroethoxy)pyrazine